1-Phenylpropyl-2-(2-chlorophenyl)-benzo[d]imidazole C1(=CC=CC=C1)C(CC)C1=CC=CC=2N=C(NC21)C2=C(C=CC=C2)Cl